COC(CC[C@@H](C)[C@H]1CC[C@H]2[C@@H]3[C@H](C[C@@H]4C[C@@H](CC[C@]4(C)[C@H]3CC[C@]12C)O)O)=O 3α,7β-dihydroxy-5β-cholanic acid methyl ester